S1C(=NC2=C1C=CC=C2)C=2C(=C(OCCCCCCC(=O)NO)C=CC2)F 7-(3-(benzo[d]thiazol-2-yl)-2-fluorophenoxy)-N-hydroxyheptanamide